ethyl-2-((cyclohexylthio) methyl)-1,5-dimethyl-1h-indole-3-carboxylate C(C)OC(=O)C1=C(N(C2=CC=C(C=C12)C)C)CSC1CCCCC1